S1C(=NC2=C1C=CC=C2)NC(=O)C=2C=CC=C1CCN(CC21)C2=CC=C(C(=N2)C(=O)OC(C)(C)C)C2=C(C=C(OCCCC1CCN(CC1)CC(=O)O)C=C2)F 2-(4-(3-(4-(6-(8-(benzo[d]thiazol-2-ylcarbamoyl)-3,4-dihydroisoquinolin-2(1H)-yl)-2-(tert-butoxycarbonyl)pyridin-3-yl)-3-fluorophenoxy)propyl)piperidin-1-yl)acetic acid